C1=CC(=C(N=C1)Br)Br dibromopyridine